FC(OC1=CC=C(C=C1)N1C2=C(C=C(C1=O)C=1C=C3C(N(C=NC3=CC1)C)=O)SC(=N2)OCC)F 4-(4-(difluoromethoxy)phenyl)-2-ethoxy-6-(3-methyl-4-oxo-3,4-dihydroquinazoline-6-yl)thiazolo[4,5-b]pyridin-5(4H)-one